[2,6-dimethoxy-4-[5-(1-methylpyrazol-4-yl)benzimidazol-1-yl]phenyl]-[3-(hydroxymethyl)azetidin-1-yl]methanone COC1=C(C(=CC(=C1)N1C=NC2=C1C=CC(=C2)C=2C=NN(C2)C)OC)C(=O)N2CC(C2)CO